5-(3,4-Difluorophenyl)-2-methyl-N-((6-(piperazin-1-yl)pyridin-2-yl)methyl)-7H-pyrrolo[2,3-d]pyrimidin-4-amine FC=1C=C(C=CC1F)C1=CNC=2N=C(N=C(C21)NCC2=NC(=CC=C2)N2CCNCC2)C